pentyl nitrite N(=O)OCCCCC